di-tert-butyl-diisopropylbenzene C(C)(C)(C)C1=C(C(=C(C=C1)C(C)C)C(C)C)C(C)(C)C